FC=1C=C2C(C(=C(N(C2=C(C1)F)C)CN1C(C2=C(C=C1)[C@@](C(OC2)=O)(O)CC)=O)I)=C=O (S)-7-((6,8-difluoro-3-iodo-1-methyl-4-carbonyl-1,4-dihydroquinolin-2-yl)methyl)-4-ethyl-4-hydroxy-1,7-dihydro-3H-pyrano[3,4-c]pyridine-3,8(4H)-dione